O=C1NC(CCC1N1C(C2=CC=CC(=C2C1=O)SCCCCCC(=O)N)=O)=O 6-((2-(2,6-dioxopiperidin-3-yl)-1,3-dioxoisoindolin-4-yl)thio)hexanamide